C(C1=CC=CC=C1)(=O)[O-].C(C)N1C=[N+](C=C1)C 1-ETHYL-3-METHYLIMIDAZOLIUM BENZOATE